C(C)[C@]1(NC(N(C(C1)=O)[C@H](C)C=1C=C(C(=O)NC2C(C(OC3=CC=CC=C23)(C)C)(C)O)C=CC1)=N)C 3-[(1R)-1-[(4R)-4-ethyl-2-imino-4-methyl-6-oxo-hexahydropyrimidin-1-yl]ethyl]-N-(3-hydroxy-2,2,3-trimethyl-chroman-4-yl)benzamide